COC(C(CC=1C(=NC=NC1Cl)Cl)C)=O 3-(4,6-dichloropyrimidin-5-yl)-2-methylpropanoic acid methyl ester